4-methoxy-6-(4-(((R)-3-(4-methyl-1-oxo-1,3-dihydroisobenzofuran-5-yl)piperazin-1-yl)methyl)-2-oxopyrrolidin-1-yl)pyridine-3-carbonitrile COC1=C(C=NC(=C1)N1C(CC(C1)CN1C[C@H](NCC1)C=1C(=C2COC(C2=CC1)=O)C)=O)C#N